N-(pentan-3-yl)pyrazolo[1,5-a]pyridine-7-carboxamide CCC(CC)NC(=O)C1=CC=CC=2N1N=CC2